CC1=CC=C(CSC2=CC=C(C=O)C=C2)C=C1 4-((4-methylbenzyl)thio)benzaldehyde